methyl N-aminocarbamate NNC(OC)=O